BrC1=C(C(=O)NCCOC2=C(C=C(C=C2)Cl)C2=C3C(=NC=C2)C(=CS3)C(=O)OC)C(=CN=C1)NC(C(F)F)=O methyl 7-(2-(2-(3-bromo-5-(2,2-difluoroacetamido)isonicotinamido)ethoxy)-5-chlorophenyl)thieno[3,2-b]pyridine-3-carboxylate